4-(1,5-dimethylpyrazol-4-yl)thieno[2,3-c]pyridine CN1N=CC(=C1C)C1=C2C(=CN=C1)SC=C2